methyl 1-(2-((1-((dimethylamino)methyl)cyclopropyl)methoxy)-7-(8-ethyl-7-fluoro-3-hydroxynaphthalen-1-yl)-8-fluoropyrido[4,3-d]pyrimidin-4-yl)azepane-4-carboxylate CN(C)CC1(CC1)COC=1N=C(C2=C(N1)C(=C(N=C2)C2=CC(=CC1=CC=C(C(=C21)CC)F)O)F)N2CCC(CCC2)C(=O)OC